C(C)(C)(C)OC(=O)N(CC(=O)O)CCO N-(tert-butoxycarbonyl)-N-(2-hydroxyethyl)glycine